N1(CCOCC1)CCOC=1C=CC(=NC1)C=1C=CC=C2C=NC(=NC12)NC1=CC=C(C=C1)N1CCOCC1 8-(5-(2-morpholinylethoxy)pyridin-2-yl)-N-(4-morpholinylphenyl)quinazolin-2-amine